(S)-5-((3,4-difluorophenyl)carbamoyl)-6-methyl-4,5,6,7-tetrahydropyrazolo[1,5-a]pyrazine-3-carboxylic acid FC=1C=C(C=CC1F)NC(=O)N1CC=2N(C[C@@H]1C)N=CC2C(=O)O